ClC=1C=C(C=CC1)C(CN(C)C)NS(=O)(=O)C1=CC=C(C=C1)OC(F)(F)F N-(1-(3-chlorophenyl)-2-(dimethylamino)ethyl)-4-(trifluoromethoxy)benzenesulfonamide